C([C@H]1CO1)OCC1=CC=CC=C1 (R)-(+)-glycidylbenzyl ether